ClC1=NC=C(C(=C1)CCl)CCl chloro-4,5-bis(chloromethyl)pyridine